2-bromo-6-(2-methoxy-6-methyl-4-(trifluoromethyl)phenyl)-[1,2,4]triazolo[1,5-b]pyridazine BrC1=NN2N=C(C=CC2=N1)C1=C(C=C(C=C1C)C(F)(F)F)OC